C(C)(C)(C)OC(NC1=C(C=CC(=C1)N1CCC(CC1)N1CCC1)N)=O tert-butyl(2-amino-5-(4-(azetidin-1-yl)piperidin-1-yl)phenyl)carbamate